6-((3-aminotetrahydrofuran-3-yl)methyl)-7-bromo-N-(thiophen-2-ylmethyl)thieno[3,2-d][1,2,3]triazin-4-amine NC1(COCC1)CC1=C(C=2N=NN=C(C2S1)NCC=1SC=CC1)Br